CC(C)=CCC 2-methylpent-2-en